C1(=CC=C(C=C1)NC1=CC=C(C=C1)C1=CC=CC=C1)C1=CC=CC=C1 N-[1,1'-Biphenyl]-4-yl[1,1-biphenyl]-4-amin